butyl 6-(4-iodo-5-methyl-3-(1-methyl-6-oxo-1,6-dihydropyridin-2-yl)-1H-pyrazol-1-yl)-2-azaspiro[3.3]heptane-2-carboxylate IC=1C(=NN(C1C)C1CC2(CN(C2)C(=O)OCCCC)C1)C=1N(C(C=CC1)=O)C